ClC1=C(SC2=C1C=CC=C2)C(=O)N(CC2=CC(=CC=C2)C2=CC=NC=C2)[C@@H]2CC[C@H](CC2)NC 3-chloro-N-[trans-4-(methylamino)cyclohexyl]-N-[3-(pyridin-4-yl)benzyl]-1-benzothiophene-2-carboxamide